FC1=CC=C(C=C1)C1=NC(=CC(=C1)C(C)(C)NC(OCC1=CC=CC=C1)=O)C(CNC(=O)C1=CC(=NN1C)N1N=CC=C1)O benzyl (2-(2-(4-fluorophenyl)-6-(1-hydroxy-2-(1'-methyl-1'H-[1,3'-bipyrazole]-5'-carboxamido)ethyl)pyridin-4-yl)propan-2-yl)carbamate